O1COC2=C1C=CC(=C2)CC(C)N(C(=S)SCC)C ethyl (1-(benzo[d][1,3]dioxol-5-yl)propan-2-yl)(methyl)carbamodithioate